C1[C@@H](C2=CC=CC=C2)O1 R-Styrene Oxide